CP(OC1=C(C(=CC(=C1)C(C)(CCCCCC)C)O)C1CCCC(=C1)C)(OC)=O 6-hydroxy-5'-methyl-4-(2-methyloctan-2-yl)-1',2',3',4'-tetrahydro-[1,1'-biphenyl]-2-yl methyl methylphosphonate